(3S)-N,5-dimethyl-3-((7-(2-propanyl)-2-(2-(2-propenoyl)-2,6-diazaspiro[3.4]octan-6-yl)-7H-pyrrolo[2,3-d]pyrimidin-4-yl)amino)hexanamide CNC(C[C@H](CC(C)C)NC=1C2=C(N=C(N1)N1CC3(CN(C3)C(C=C)=O)CC1)N(C=C2)C(C)C)=O